L-allothreonine tert-butyl ester C(C)(C)(C)OC([C@@H](N)[C@@H](O)C)=O